1-[3-(2-Chloro-4-fluoro-5-isocyanato-phenyl)-5-methyl-4H-isoxazol-5-yl]ethanone ClC1=C(C=C(C(=C1)F)N=C=O)C1=NOC(C1)(C)C(C)=O